N-methyl-diallylamine CN(CC=C)CC=C